CO[C@H]1CN(C[C@@H]1NC(=O)NCCCCCCCCCCCCC)C(=O)OC(C)(C)C tert-butyl (3S,4S)-3-methoxy-4-(3-tridecylureido)pyrrolidine-1-carboxylate